CC1=CC=C(C=C1)C=CC(=O)N1C(OCC1)=O 3-(3-(p-methylphenyl)acryloyl)oxazolidin-2-one